3-(6-bromo-2-pyridyl)-7-methoxy-6-(1-methylcyclopropyl)imidazo[1,2-a]pyridine BrC1=CC=CC(=N1)C1=CN=C2N1C=C(C(=C2)OC)C2(CC2)C